ClC(/C(=C/C(F)(F)F)/Cl)(F)F (Z)-1,2-dichloro-1,1,4,4,4-pentafluorobut-2-ene